ClC=1C=C(C(=O)NC2CN(CCC2)C=2N=NC(=CC2)C2=C(C=CC=C2)CC)C=CC1Cl 3,4-dichloro-N-(1-(6-(2-ethylphenyl)pyridazin-3-yl)piperidin-3-yl)benzamide